(7R,14R)-1-(difluoromethoxy)-11-{6-[3-hydroxy-3-(trifluoromethyl)azetidin-1-yl]-4-methylpyridin-3-yl}-6,7-dihydro-7,14-methanobenzimidazo[1,2-b][2,5]benzodiazocin FC(OC1=CC=CC2=CN[C@H]3C=4N(C(=C21)C3)C3=C(N4)C=CC(=C3)C=3C=NC(=CC3C)N3CC(C3)(C(F)(F)F)O)F